6-[8-(1,3-benzothiazol-2-ylcarbamoyl)-3,4-dihydroisoquinolin-2(1H)-yl]-3-[1-(piperidin-4-ylmethyl)-1H-pyrazol-4-yl]pyridine-2-carboxylic acid S1C(=NC2=C1C=CC=C2)NC(=O)C=2C=CC=C1CCN(CC21)C2=CC=C(C(=N2)C(=O)O)C=2C=NN(C2)CC2CCNCC2